2-((1R,2R)-2-(3-(5-cyclopropyl-4,7-difluoro-3,3-dimethyl-2-oxoindolin-1-yl)-2-oxopyrazin-1(2H)-yl)cyclopentyl)acetic acid C1(CC1)C=1C(=C2C(C(N(C2=C(C1)F)C=1C(N(C=CN1)[C@H]1[C@H](CCC1)CC(=O)O)=O)=O)(C)C)F